bicyclo(2.2.1)heptene-2,3-dicarboxylic acid anhydride C12=C3C(C(CC1)C2)C(=O)OC3=O